C(CCC)C1N(S(C2=C(N(C1)C1=CC=CC=C1)C=C(C(=C2)OC/C=C/S(=O)(=O)O)SC)(=O)=O)C (E)-3-((3-butyl-2-methyl-7-(methylthio)-1,1-dioxido-5-phenyl-2,3,4,5-tetrahydrobenzo[f][1,2,5]thiadiazepin-8-yl)oxy)prop-1-ene-1-sulfonic acid